3-((R)-7-(4-chloro-3-(trifluoromethyl)benzoyl)-6-methyl-2-(methylsulfinyl)-4-oxo-5,6,7,8-tetrahydropyrido[3,4-d]pyrimidin-3(4H)-yl)-1-ethyl-N-methyl-1H-pyrazole-5-carboxamide ClC1=C(C=C(C(=O)N2CC=3N=C(N(C(C3C[C@H]2C)=O)C2=NN(C(=C2)C(=O)NC)CC)S(=O)C)C=C1)C(F)(F)F